COCOC=1C=C(C=C(C1C(C)C)OCOC)C#CC1=C(CO)C=CC=C1 2-({3,5-bis[(methoxymethyl)oxy]-4-isopropylphenyl}ethynyl)benzyl alcohol